6-[1-(1,1-dioxothian-4-yl)-5-methyl-pyrazol-4-yl]-4-[(1R)-1-(5-fluoro-2-pyridyl)ethoxy]pyrazolo[1,5-a]pyridine-3-carbonitrile O=S1(CCC(CC1)N1N=CC(=C1C)C=1C=C(C=2N(C1)N=CC2C#N)O[C@H](C)C2=NC=C(C=C2)F)=O